2-((2-chloro-2,2-difluoroethoxy)methyl)-5-methylaniline ClC(COCC1=C(N)C=C(C=C1)C)(F)F